1-(piperidin-4-yl)-4-(1H-pyrrol-2-yl)-2,3-dihydro-1H-1,3-benzodiazol-2-one N1CCC(CC1)N1C(NC2=C1C=CC=C2C=2NC=CC2)=O